ON1C(N(C2=C(C1=O)C=CC=N2)C)=O 3-hydroxy-1-methylpyrido[2,3-d]pyrimidine-2,4(1H,3H)-dione